methyl-ethylazane CNCC